3-deaza-2-fluoroadenosine FC=1N=C(C=2N=CN([C@H]3[C@H](O)[C@H](O)[C@@H](CO)O3)C2C1)N